N-[2-(3-cyanophenyl)-1-[6-[3-(1H-imidazol-2-yl)propoxy]-1,3-benzothiazol-2-yl]ethyl]benzenesulfonamide C(#N)C=1C=C(C=CC1)CC(C=1SC2=C(N1)C=CC(=C2)OCCCC=2NC=CN2)NS(=O)(=O)C2=CC=CC=C2